Cl.CO[C@H]1[C@@H](CC1)N trans-2-methoxycyclobutylamine HCl salt